1-(3-bromophenyl)-5-methyl-triazole BrC=1C=C(C=CC1)N1N=NC=C1C